F.F.CCO.CCO.CCO tri(2-ethanol)-dihydrofluoride